5-amino-6-d-ribosyl-aminouracil NC=1C(NC(N(C1C1[C@H](O)[C@H](O)[C@H](O1)CO)N)=O)=O